C(C)(C)(C)OC(COCCCC1=CC=C(C=C1)CCC(C(=O)[O-])C(C1=CC=C(C=C1)C(F)(F)F)=O)=O 4-(4-{3-[2-(tert-butoxy)-2-oxoethoxy]propyl}phenyl)-2-[4-(trifluoromethyl)benzoyl]butanoate